2-(6-chloro-3-ethylsulfanyl-2-pyridyl)-3-methyl-5-(2,2,3,3,3-pentafluoropropoxy)pyrimidin-4-one di(secondary butyl)diperoxydicarbonate C(C)(CC)OC(OOC(=O)OOC(C)CC)=O.ClC1=CC=C(C(=N1)C1=NC=C(C(N1C)=O)OCC(C(F)(F)F)(F)F)SCC